tert-butyl ((5-(2-fluoro-3-nitrophenyl)-2-methyl-2H-1,2,3-triazol-4-yl)methyl)(methyl)carbamate FC1=C(C=CC=C1[N+](=O)[O-])C=1C(=NN(N1)C)CN(C(OC(C)(C)C)=O)C